O1C[C@H](CC1)CO (R)-tetrahydrofuran-3-yl-methanol